4-bromo-2,3-difluorobenzenesulfonyl chloride BrC1=C(C(=C(C=C1)S(=O)(=O)Cl)F)F